2-(N,N-diethylaminomethyl)phenylboronic acid C(C)N(CC)CC1=C(C=CC=C1)B(O)O